7-phenyl-5-(10-phenyl-9-anthryl)dibenzo[c,g]carbazole C1(=CC=CC=C1)N1C=2C=CC3=C(C2C=2C4=C(C(=CC12)C=1C2=CC=CC=C2C(=C2C=CC=CC12)C1=CC=CC=C1)C=CC=C4)C=CC=C3